(2S,5R)-5-(2-chlorophenyl)-1-(2',6'-dichloro-[1,1'-biphenyl]-4-carbonyl)pyrrolidine-2-carboxylic acid ClC1=C(C=CC=C1)[C@H]1CC[C@H](N1C(=O)C1=CC=C(C=C1)C1=C(C=CC=C1Cl)Cl)C(=O)O